CC[Zn] 2-Ethyl-Zinc